C1(CCCCC1)P(C1CCCCC1)C[C-]1C(=CC=C1)CP(C1CCCCC1)C1CCCCC1.[CH-]1C=CC=C1.[Fe+2] 1,2-bis(dicyclohexylphosphinomethyl)ferrocene